C(C)(C)(C)C=1C(=C(C=C(C1O)C(C)(C)C)C)CCC(=O)[O-] 3-(3',5'-di-tert.butyl-4-hydroxytoluyl)-propionate